3-chloro-5-isopropyl-8-(2-(1-methyl-1H-1,2,3-triazol-5-yl)ethoxy)isoquinoline ClC=1N=CC2=C(C=CC(=C2C1)C(C)C)OCCC1=CN=NN1C